COC(C(CC(=O)C1=CC2=C(C=C(C3=C2C(=C(O3)C)F)OC)S1)C)=O 4-(1-fluoro-4-methoxy-2-methylthieno[3,2-e]benzofuran-7-yl)-2-methyl-4-oxobutanoic acid methyl ester